5-((benzo[d][1,3]dioxol-4-ylmethyl)amino)-N-methyl-8-phenylimidazo[1,5-c]pyrimidine-1-carboxamide O1COC2=C1C=CC=C2CNC2=NC=C(C=1N2C=NC1C(=O)NC)C1=CC=CC=C1